C(C)(C)N1N=C(C2=C1C(N(N=C2C)CC(=O)N[C@@H](C)C2=CC=C(C=C2)C)=O)C (S)-2-(1-Isopropyl-3,4-dimethyl-7-oxo-1,7-dihydro-6H-pyrazolo[3,4-d]pyridazin-6-yl)-N-(1-(p-tolyl)ethyl)acetamid